tert-butyl 4-(2-amino-3-bromophenyl)-2-methyl-3-oxopiperazine-1-carboxylate NC1=C(C=CC=C1Br)N1C(C(N(CC1)C(=O)OC(C)(C)C)C)=O